CN(CCCN(C1=CC=C(C=C1)NC=1N=CC2=C(N1)N(C(C=C2C#C[Si](C(C)C)(C(C)C)C(C)C)=O)C2=CC=CC=C2)C)C 2-((4-((3-(Dimethylamino)propyl)(methyl)amino)phenyl)amino)-8-phenyl-5-((triisopropylsilyl)ethynyl)pyrido[2,3-d]pyrimidin-7(8H)-one